OC1=C(C=CC=C1)C1=NC=CC=C1 (2-hydroxylphenyl)-pyridine